N-({4-[({4-[2-(2-methoxyethoxy)ethyl]morpholin-2-yl}methyl)amino]-3-nitrophenyl}sulfonyl)-2-(1H-pyrrolo[2,3-b]pyridin-5-yloxy)benzamide COCCOCCN1CC(OCC1)CNC1=C(C=C(C=C1)S(=O)(=O)NC(C1=C(C=CC=C1)OC=1C=C2C(=NC1)NC=C2)=O)[N+](=O)[O-]